(2R)-2-amino-N-[6-({4-cyano-3-[(tri-fluoromethyl)oxy]phenyl}oxy)-3-pyridinyl]butanamide N[C@@H](C(=O)NC=1C=NC(=CC1)OC1=CC(=C(C=C1)C#N)OC(F)(F)F)CC